O=C1NC(CCC1N1C(N(C2=C1C=CC(=C2)CN2CCC(CC2)CN(C(OC(C)(C)C)=O)C)C)=O)=O tert-butyl N-[[1-[[1-(2,6-dioxo-3-piperidinyl)-3-methyl-2-oxo-benzimidazol-5-yl] methyl]-4-piperidinyl] methyl]-N-methyl-carbamate